2-cyano-7,12-dihydro-indolo[3,2-d][1]benzazepin-6(5H)-one C(#N)C=1C=CC2=C(C3=C(CC(N2)=O)C2=CC=CC=C2N3)C1